FC(C(=O)O)(F)F.N1CCC(CC1)C=O piperidine-4-carbaldehyde trifluoroacetate salt